C(C)CS(=O)(=O)OC1=CC2=C(C3=NC=C(C=C3N2C(C2CCOCC2)C2=CC=CC=C2)C2=C(N=NN2C)C)S1 1-(6-(1,4-dimethyl-1H-1,2,3-triazol-5-yl)-4-(phenyl (tetrahydro-2H-pyran-4-yl) methyl)-4H-thieno[2',3':4,5]pyrrolo[3,2-b]pyridin-2-yl) ethylmethanesulfonate